4-ethyl-4-oxo-1,4-azaphosphinane C(C)P1(CCNCC1)=O